N-(6-(2-azaspiro[3.3]heptane-6-carbonyl)pyridin-2-yl)-2,4,6-trifluorobenzamide C1NCC12CC(C2)C(=O)C2=CC=CC(=N2)NC(C2=C(C=C(C=C2F)F)F)=O